N-(3-(4-(1H-pyrazolo[3,4-b]pyridin-5-yl)phenyl)propyl)-1,3-dimethyl-1H-pyrazole-5-carboxamide N1N=CC=2C1=NC=C(C2)C2=CC=C(C=C2)CCCNC(=O)C2=CC(=NN2C)C